ClC1=C(CN=C=O)C=CC(=C1)Cl 2,4-dichlorobenzyl isocyanate